CN(C=1C=C(C=CC1)CCCNC=1C2=C(N=C(N1)CC)SC(=C2)C)C N-(3-(3-(dimethylamino)phenyl)propyl)-2-ethyl-6-methylthieno[2,3-d]pyrimidin-4-amine